racemic-(3S,4R)-4-((8-(8,8-difluoro-2,6-diazaspiro[3.4]oct-6-yl)-6-(difluoromethyl)quinazolin-2-yl)amino)tetrahydro-2H-pyran-3-ol FC1(CN(CC12CNC2)C=2C=C(C=C1C=NC(=NC21)N[C@H]2[C@@H](COCC2)O)C(F)F)F |r|